C[C@H]1N([C@H](CN(C1)C1=NC=C(N=C1)C(F)(F)F)C)C(=O)OC1(CC2(CN(C2)CC2=CC=CC=C2)C1)C 2-benzyl-6-methyl-2-azaspiro[3.3]heptan-6-yl (2R,6S)-2,6-dimethyl-4-[5-(trifluoromethyl)pyrazin-2-yl]piperazine-1-carboxylate